2,4,6-trifluoropyrimidine FC1=NC(=CC(=N1)F)F